7-bromo-4-(2-methoxyethyl)-2H-benzo[b][1,4]oxazin-3(4H)-one BrC=1C=CC2=C(OCC(N2CCOC)=O)C1